The molecule is an organic cation obtained by protonation of the secondary amino function of (1R,2R)-pseudoephedrine; major species at pH 7.3. It is an enantiomer of a pseudoephedrine(1+). C[C@H]([C@@H](C1=CC=CC=C1)O)[NH2+]C